3-((diphenylmethylene)amino)-6,7,7-trimethyl-6,7-dihydro-5H-pyrrolo[3,4-b]pyridin-5-one C1(=CC=CC=C1)C(C1=CC=CC=C1)=NC=1C=C2C(=NC1)C(N(C2=O)C)(C)C